N1CC(C1)N1CCC(CC1)N1CCN(CC1)C1CCN(CC1)C1=C(C=C(C(=C1)OC)[N+](=O)[O-])C 1-(1-(azetidin-3-yl)piperidin-4-yl)-4-(1-(5-methoxy-2-methyl-4-nitrophenyl)piperidin-4-yl)piperazine